N-[4-[[7-[1-(difluoromethyl)pyrazol-4-yl]-6-methyl-1,5-naphthyridin-4-yl]oxy]-3-fluorophenyl]-5-(4-fluorophenyl)-6-methyl-4-oxo-1-propan-2-ylpyridine-3-carboxamide FC(N1N=CC(=C1)C1=C(N=C2C(=CC=NC2=C1)OC1=C(C=C(C=C1)NC(=O)C1=CN(C(=C(C1=O)C1=CC=C(C=C1)F)C)C(C)C)F)C)F